3-methyl-6-pyrazol-4-yl-N-trifluoromethylpyridinecarboxamide CC=1C(=NC(=CC1)C=1C=NNC1)C(=O)NC(F)(F)F